1-(4-chloro-3-hydroxy-5-methoxyphenyl)-3-((2-(2,6-dioxopiperidin-3-yl)-1-oxoisoindolin-5-yl)methyl)urea ClC1=C(C=C(C=C1OC)NC(=O)NCC=1C=C2CN(C(C2=CC1)=O)C1C(NC(CC1)=O)=O)O